FC1=CC(=C(C=C1)C=1C2=C(C(=NC1C=1C=NN(C1)C1CN(C1)C(=O)OC(C)(C)C)OS(=O)(=O)C(F)(F)F)C=CS2)OC tert-butyl 3-(4-(7-(4-fluoro-2-methoxyphenyl)-4-(((trifluoromethyl)sulfonyl)oxy)thieno[3,2-c]pyridin-6-yl)-1H-pyrazol-1-yl)azetidine-1-carboxylate